(S)-(4-(4-bromo-2,3-difluorophenyl)-3-methylpiperazin-1-yl)(pyrrolidine-1-yl)methanone BrC1=C(C(=C(C=C1)N1[C@H](CN(CC1)C(=O)N1CCCC1)C)F)F